(R)-(+)-1-(3-fluorophenyl)propyl isocyanate FC=1C=C(C=CC1)[C@@H](CC)N=C=O